N-(4-fluorophenyl)-1-(6-chloropyridin-3-yl)-5-hydroxy-3-oxo-1,2,3,6-tetrahydropyridazine-4-thioamide FC1=CC=C(C=C1)NC(=S)C=1C(NN(CC1O)C=1C=NC(=CC1)Cl)=O